oxathiacyclohexene-6-carbaldehyde S1=COCCC1C=O